3-isopropyl-3-n-butylglutarate C(C)(C)C(CC(=O)[O-])(CC(=O)[O-])CCCC